beta-D-glucopyranosyl-iduronic acid [C@@H]1([C@H](O)[C@@H](O)[C@H](O)[C@H](O1)CO)C(=O)[C@@H](O)[C@H](O)[C@@H](O)[C@H](O)C(=O)O